COC=1C=C(C=C(C1OC)OC)CCC=O 3,4,5-trimethoxybenzenepropanal